4-(2,3-dichloro-6-methoxyphenyl)-2-(methanesulfonylmethyl)piperidine manganese-iron [Fe].[Mn].ClC1=C(C(=CC=C1Cl)OC)C1CC(NCC1)CS(=O)(=O)C